3-(but-3-en-1-yl)pyrrolidine-3-carboxylic acid methyl ester hydrochloride Cl.COC(=O)C1(CNCC1)CCC=C